N[C@H](C(=O)NCC1=C(C(=CC=C1)Cl)F)CCC (S)-2-amino-N-(3-chloro-2-fluorophenylmethyl)pentanamide